2-chloro-3-fluoro-5-methylpyridine-4-carboxylic acid ClC1=NC=C(C(=C1F)C(=O)O)C